P(OC1=C(C=C(C=C1)OC)OC)(OC1=C(C=C(C=C1)OC)OC)OC1=C(C=C(C=C1)OC)OC tri(2,4-dimethoxyphenyl) phosphite